OC=1C=C(C=C(C1C1C=C(CCC1C(=C)C)C)CCCCC)[O-] 3-hydroxy-5-pentyl-4-(3-methyl-6-isopropenylcyclohex-2-enyl)phenolate